3,5-dihydroxyheptylbenzene OC(CCC1=CC=CC=C1)CC(CC)O